C1(=CC=CC=C1)N1CSC2=C(C1)C=CC=C2 N-phenyl-2,3-dihydro-4H-1,3-benzothiazine